C(C=1C(C(=O)OCCCCCCCC)=CC=CC1)(=O)OCCCCCCCC di(n-octyl) phthalate